1-[4-(2,3-dihydro[1,4]dioxino[2,3-b]pyridin-3-yl)benzyl]pyrrolidin-2-one O1CC(OC2=NC=CC=C21)C2=CC=C(CN1C(CCC1)=O)C=C2